N-(3-(tert-butyl)isoxazol-5-yl)-6-(imidazo[1,2-a]pyridine-3-carbonyl)-4,5,6,7-tetrahydrothieno[2,3-c]pyridine-3-carboxamide C(C)(C)(C)C1=NOC(=C1)NC(=O)C1=CSC=2CN(CCC21)C(=O)C2=CN=C1N2C=CC=C1